FC(C=1N=C(SC1)N1CCN(CC1)S(=O)(=O)C=1C=C2CCN(C2=CC1)C(=O)C1=C(C=CC=C1)N(S(=O)(=O)C)C)F N-(2-(5-((4-(4-(difluoromethyl)thiazol-2-yl)piperazin-1-yl)sulfonyl)indoline-1-carbonyl)phenyl)-N-methylmethanesulfonamide